CC=1C=CC=2N(C1)C=C(N2)CN2C=CC=1C(=CN=CC1C2=O)OCC#N 2-{[7-({6-methylimidazo[1,2-a]pyridin-2-yl}methyl)-8-oxo-7,8-dihydro-2,7-naphthyridin-4-yl]oxy}acetonitrile